C1(CC1)N1CCC(CC1)N1CCC(CC1)C=1C=CC2=C(N(C(=N2)C2=CC(=C(C=C2)OC)OC)C(C)C)C1 6-(1'-Cyclopropyl-[1,4'-bipiperidin]-4-yl)-2-(3,4-dimethoxyphenyl)-1-isopropyl-1H-benzo[d]imidazol